3-(2,5-dimethyl-4-oxo-4H-quinazolin-3-yl)-piperidine-2,6-dione CC1=NC2=CC=CC(=C2C(N1C1C(NC(CC1)=O)=O)=O)C